4-bromo-6-chloro-2-(2,3-dihydro-1H-inden-2-yl)isoindolin-1-one BrC1=C2CN(C(C2=CC(=C1)Cl)=O)C1CC2=CC=CC=C2C1